2,5-dimethoxy-4-isopropylsulfanyl-phenethylamine COC1=C(CCN)C=C(C(=C1)SC(C)C)OC